3-((1-(benzothiazol-5-yl-(methyl)amino)-1-oxo-3-phenylpropane-2-yl)carbamoyl)benzoic acid methyl ester COC(C1=CC(=CC=C1)C(NC(C(=O)N(C)C=1C=CC2=C(N=CS2)C1)CC1=CC=CC=C1)=O)=O